C(C1=CC=CC=C1)OC(=O)N1C(CNCC1)C=1C2=C(N=C(N1)Cl)C(=CN2C)CC2=CC(=CC1=CC=CC=C21)OC(C(C)(C)C)=O (2-chloro-5-methyl-7-((3-(pivaloyloxy)naphthalen-1-yl)methyl)-5H-pyrrolo[3,2-D]pyrimidin-4-yl)piperazine-1-carboxylic acid benzyl ester